Cl.N[C@H]1CN(CCC1)C(C)=O (R)-1-(3-Aminopiperidin-1-yl)ethan-1-one hydrochloride